2-(4-bromo-6-chloro-1-oxophthalazin-2(1H)-yl)acetic acid BrC1=NN(C(C2=CC=C(C=C12)Cl)=O)CC(=O)O